(1-fluoro-2-phenylvinyl) (4-methylphenyl) thioether CC1=CC=C(C=C1)SC(=CC1=CC=CC=C1)F